COCCN1C=CN2N=CC(=C21)C(=O)N2CC1(C2)CC(C1)N(C(=O)NC=1C=NC=C(C1)C(F)(F)F)C 1-(2-(1-(2-methoxyethyl)-1H-imidazo[1,2-b]pyrazole-7-carbonyl)-2-azaspiro[3.3]heptan-6-yl)-1-methyl-3-(5-(trifluoromethyl)pyridin-3-yl)urea